(S)-N-(1-(6-isopropoxypyridin-3-yl)ethyl)-4-(4-methyl-6-((5-methyl-1H-pyrazol-3-yl)amino)pyrimidin-2-yl)piperazine-1-amide C(C)(C)OC1=CC=C(C=N1)[C@H](C)NC(=O)N1CCN(CC1)C1=NC(=CC(=N1)C)NC1=NNC(=C1)C